ethyl-4-methylbenzene C(C)C1=CC=C(C=C1)C